3-{4-[(2-amino-4-pyrimidinyl)oxy]-2-methylphenyl}-1-[5-(difluoromethoxy)-3-pyridinyl]-2,4-imidazolidinedione NC1=NC=CC(=N1)OC1=CC(=C(C=C1)N1C(N(CC1=O)C=1C=NC=C(C1)OC(F)F)=O)C